4-(4-Acetylpiperazine-1-carbonyl)benzoic acid [3-(1-ethyl-8-oxo-spiro[6,7-dihydro-4H-pyrazolo[3,4-c]azepin-5,4'-tetrahydropyran]-3-yl)-2,2-dimethyl-propyl] ester C(C)N1N=C(C2=C1C(NCC1(CCOCC1)C2)=O)CC(COC(C2=CC=C(C=C2)C(=O)N2CCN(CC2)C(C)=O)=O)(C)C